COC1=C(C=C2C(N=C(NC2=C1)C)=O)OC(C)=O acetic acid 7-methoxy-2-methyl-4-oxo-1,4-dihydroquinazolin-6-yl ester